Br[C@@H]1C[C@H](OCC1)C |r| trans-rac-(2R,4S)-4-bromo-2-methyloxane